N1CCC12CCC2 1-azaspiro[3.3]heptane